BrC1=C(C=C(C(=C1)S(=O)(=O)Cl)OCC)CC(=O)OC methyl 2-(2-bromo-4-(chlorosulfonyl)-5-ethoxyphenyl)acetate